N12C=CCCCC2NCCC1 1,8-diazabicyclo(5.4.0)-undecen